sodium 3-chloro-2-(2-(hydroxymethyl)pyrrolidin-1-yl)pyridine ClC=1C(=NC=CC1)N1C(CCC1)CO.[Na]